N-(2-((5-cyano-4-((2-isopropoxy-4-methylphenyl)amino)pyrimidin-2-yl)amino)-5-(4-ethylpiperazin-1-yl)phenyl)acrylamide C(#N)C=1C(=NC(=NC1)NC1=C(C=C(C=C1)N1CCN(CC1)CC)NC(C=C)=O)NC1=C(C=C(C=C1)C)OC(C)C